C1CCCSSCC1 dithiocane